2-[[(2S)-2-[[(2S)-2-(9H-fluoren-9-ylmethoxy-carbonylamino)-3-methyl-butyryl]amino]propanoyl]amino]acetic acid C1=CC=CC=2C3=CC=CC=C3C(C12)COC(=O)N[C@H](C(=O)N[C@H](C(=O)NCC(=O)O)C)C(C)C